[Si](C)(C)(C(C)(C)C)C#CC1=CC(=C(C(=N1)C)C1=C(C2=C(N=CN=C2N)N1C)C1=CC(=C(C=C1)OC1=NC=CC(=C1)C)F)C 6-{6-[2-(Tert-Butyldimethylsilanyl)ethynyl]-2,4-dimethylpyridin-3-yl}-5-{3-fluoro-4-[(4-methylpyridin-2-yl)oxy]phenyl}-7-methyl-7H-pyrrolo[2,3-d]pyrimidin-4-amine